OC(=O)C(F)(F)F.NC1=C(C=CC=C1)NC(C1=CC=C(C=C1)CC(=O)N1CCC(CC1)CNC1C(C1)C1=CC=C(C=C1)F)=O N-(2-aminophenyl)-4-(2-(4-(((2-(4-fluorophenyl)cyclopropyl)amino)methyl)piperidin-1-yl)-2-oxoethyl)benzamide TFA Salt